5-bromo-8-iodoquinoline BrC1=C2C=CC=NC2=C(C=C1)I